7-methyl-2-(2-(thien-3-yl)ethyl)-1,2,3,4-tetrahydroisoquinoline CC1=CC=C2CCN(CC2=C1)CCC1=CSC=C1